Cl.ClC1=C(C=CC(=C1)Cl)C1=C(C2=C(SCC1)C=C(C=C2)C(=O)O)C2=CC=C(C=C2)CC2CN(C2)CCCF 4-(2,4-dichlorophenyl)-5-(4-((1-(3-fluoropropyl)azetidin-3-yl)methyl)phenyl)-2,3-dihydrobenzo[b]thiepine-8-carboxylic acid hydrochloride